2'-Fluoro-N4-hexanoyl-cytidine triphosphate P(O)(=O)(OP(=O)(O)OP(=O)(O)O)OC[C@@H]1[C@H]([C@]([C@@H](O1)N1C(=O)N=C(NC(CCCCC)=O)C=C1)(O)F)O